C(C)(C)(C)OC(=O)N1[C@@H](C([C@H](C1)C)O)C(=O)O (2S,4S)-1-tert-butoxycarbonyl-3-hydroxy-4-methyl-pyrrolidine-2-carboxylic acid